COC(CCOC1=CC=CC=2C=3N(C(=NC12)N[C@H]1C(NCCCC1)=O)N=C(N3)C3=CC=C(C=C3)OC)(C)C (3R)-3-{[7-(3-methoxy-3-methylbutoxy)-2-(4-methoxyphenyl)[1,2,4]triazolo[1,5-c]quinazolin-5-yl]amino}azepan-2-one